C1(=CC=CC=C1)S(=O)(=O)O.NC[C@@]1([C@@H]2[C@H]3C[C@H](CCC13)C2)CC(=O)OCC ethyl 2-((1S,2S,6S,8S)-2-(aminomethyl)tricyclo[4.2.1.03,8]nonan-2-yl)acetate benzenesulfonate